2-(4,5-dichloro-1H-imidazol-1-yl)-1-(2,4,6-trifluorophenyl)ethan-1-one ClC=1N=CN(C1Cl)CC(=O)C1=C(C=C(C=C1F)F)F